(4E,5R)-10-methoxy-4-ethylidene-1,4,5,7-tetrahydro-2,5-ethanoazocino[4,3-b]indol-6(3H)-one COC1=CC=2C3=C(NC2C=C1)C([C@H]1\C(\CN(C3)CC1)=C/C)=O